FC=1C(=C(C=CC1F)[C@@H]1[C@H](O[C@@]([C@@H]1C)(C(F)(F)F)C)C(=O)NC1=CC(=NC=C1)C(=O)N)OC(C)C (2S,3R,4R,5S)-4-[[3-(3,4-Difluoro-2-isopropoxy-phenyl)-4,5-dimethyl-5-(trifluoromethyl)tetrahydrofuran-2-carbonyl]amino]pyridin-2-carboxamid